C1(CC1)NC(=O)C=1C(=CC(=C(C1)C=1C=NN(C1)C1=CN=C2N1C=C(C=C2)C(=O)NCCNC)C)F 3-{4-[5-(cyclopropylcarbamoyl)-4-fluoro-2-methylphenyl]-1H-pyrazol-1-yl}-N-[2-(methylamino)ethyl]imidazo[1,2-a]pyridine-6-carboxamide